CC1(OB(OC1(C)C)C1=CC=2C(C3=CC(=CC=C3C2C=C1)B1OC(C(O1)(C)C)(C)C)(CCCCCCCC)CCCCCCCC)C 2,7-bis(4,4,5,5-tetramethyl-1,3,2-dioxaborolan-2-yl)-9,9-dioctylfluorene